C(CCCCC)N(CCCCCC)CCCCCC N,N,N-trihexylamine